3-(5-chloro-1,3-thiazol-2-yl)-5-[(3S)-tetrahydrofuran-3-ylmethoxy]benzoic acid ClC1=CN=C(S1)C=1C=C(C(=O)O)C=C(C1)OC[C@@H]1COCC1